5-[[2-[(2S,5R)-5-methyl-2-(1H-thieno[2,3-c]pyrazol-5-yl)-1-piperidyl]-2-oxo-acetyl]amino]pyridine-3-carboxamide C[C@@H]1CC[C@H](N(C1)C(C(=O)NC=1C=C(C=NC1)C(=O)N)=O)C1=CC2=C(NN=C2)S1